N-[(1S)-1-(dicyclopropylmethyl)-2-[[5-(3,5-dimethyl-1H-pyrazol-4-yl)-6-fluoro-2-pyridyl]amino]-2-oxo-ethyl]-3-sec-butyl-triazole-4-carboxamide C1(CC1)C([C@@H](C(=O)NC1=NC(=C(C=C1)C=1C(=NNC1C)C)F)NC(=O)C=1N(N=NC1)C(C)CC)C1CC1